BrC1=CN(C=C1)[Si](C(C)C)(C(C)C)C(C)C 3-bromo-1-(triisopropylsilyl)-1H-pyrrole